ClC=1C=CC2=C(N=C(O2)C2CC3(CC(C3)NC(=O)C=3OC(=CC3)S(NC(COC)=O)(=O)=O)C2)C1 N-[6-(5-chloro-1,3-benzoxazol-2-yl)spiro[3.3]Heptane-2-yl]-5-[(2-methoxyacetyl)sulfamoyl]Furan-2-carboxamide